CC1(CNC=2C1=NC(=CC2CN2C[C@H](CCC2)C)C(=O)NC2=CC(=CC=C2)C2(CC(C2)C#N)CC2=NN=CN2C)C 3,3-dimethyl-7-{[(3S)-3-methylpiperidin-1-yl]methyl}-N-{3-[(1r,3r)-3-cyano-1-[(4-methyl-1,2,4-triazol-3-yl)methyl]cyclobutyl]phenyl}-1H,2H-pyrrolo[3,2-b]pyridine-5-carboxamide